ethyl (R)-2-(4-((1-(tert-butoxycarbonyl)piperidin-3-yl)amino)-1-((2-(trimethylsilyl)-ethoxy)methyl)-1H-pyrrolo[2,3-b]pyridin-5-yl)oxazole-4-carboxylate C(C)(C)(C)OC(=O)N1C[C@@H](CCC1)NC1=C2C(=NC=C1C=1OC=C(N1)C(=O)OCC)N(C=C2)COCC[Si](C)(C)C